C1(CC1)CCN1C(C(=CC(=C1)CN1C[C@H](CCC1)C)C(=O)NC1=CC(=CC=C1)C(CC1=NN=CN1C)(C)C)=O (S)-1-(2-Cyclopropylethyl)-N-(3-(2-methyl-1-(4-methyl-4H-1,2,4-triazol-3-yl)propan-2-yl)phenyl)-5-((3-methylpiperidin-1-yl)methyl)-2-oxo-1,2-dihydropyridine-3-carboxamide